(2R,3S)-N-(2-amino-4-((4-(trifluoromethyl)benzyl)amino)phenyl)-2,3-difluorodecanamide NC1=C(C=CC(=C1)NCC1=CC=C(C=C1)C(F)(F)F)NC([C@H]([C@H](CCCCCCC)F)F)=O